4-[2-[1-[trans-3-[[bis(t-butoxycarbonyl)amino]methyl]cyclobutyl]-3-cyclopropyl-pyrazol-4-yl]-5-fluoro-3-pyridinyl]-3,6-dihydro-2H-pyridine-1-carboxylic acid benzyl ester C(C1=CC=CC=C1)OC(=O)N1CCC(=CC1)C=1C(=NC=C(C1)F)C=1C(=NN(C1)[C@@H]1C[C@H](C1)CN(C(=O)OC(C)(C)C)C(=O)OC(C)(C)C)C1CC1